C1(CC1)C(N1C[C@@]2(CC1)OCCN1C2=CC(=N1)C=1C=C(C(=NC1)N)C(F)(F)F)C1=CN=NN1 5-{(3'R)-1'-[cyclopropyl(1H-1,2,3-triazol-5-yl)methyl]-6,7-dihydrospiro[pyrazolo[5,1-c][1,4]oxazine-4,3'-pyrrolidin]-2-yl}-3-(trifluoromethyl)pyridin-2-amine